[(S)-1-((S)-7-fluoro-2,3-dihydro-benzo[1,4]dioxin-2-ylmethyl)-3-methyl-piperidin-3-yl]-methanol FC=1C=CC2=C(O[C@H](CO2)CN2C[C@@](CCC2)(C)CO)C1